C1(CCCCC1)N(C(\C(=C\OC)\[C@@H]1[C@@H](CN2CCC3=C([C@@H]2C1)NC1=CC=CC(=C13)OC)CC)=O)C (E)-N-cyclohexyl-2-((2S,3S,12bS)-3-ethyl-8-methoxy-1,2,3,4,6,7,12,12b-octahydroindolo[2,3-a]quinolizin-2-yl)-3-methoxy-N-methylacrylamide